methyl (R)-6-((2-(3-(2-hydroxy-3,3-dimethyl-4-(phosphonooxy)butanamido) propanamido)ethyl)thio)-4,6-dioxohexanoate O[C@@H](C(=O)NCCC(=O)NCCSC(CC(CCC(=O)OC)=O)=O)C(COP(=O)(O)O)(C)C